C(C)OC1(CCC(CC1)(C(=O)OCC)F)OCC ethyl 4,4-diethoxy-1-fluoro-cyclohexanecarboxylate